ClC=1C=C(C=CC1Cl)NC(=O)NC1=CC(=C(C=C1)Cl)Cl N,N'-bis(3,4-dichlorophenyl)urea